(E)-3-(5-(((1-(3-Cyano-4-(4-cyano-3-fluorophenyl)-5-(3-hydroxy-4-methoxyphenyl)pyridin-2-yl)-4-methylpiperidin-4-yl)amino)methyl)pyridin-2-yl)-N-hydroxyacrylamide formate C(=O)O.C(#N)C=1C(=NC=C(C1C1=CC(=C(C=C1)C#N)F)C1=CC(=C(C=C1)OC)O)N1CCC(CC1)(C)NCC=1C=CC(=NC1)/C=C/C(=O)NO